C1(=CC=CC=C1)[Sn](C1=CC=CC=C1)C1=CC=CC=C1 tri-phenyl-tin